(R)-2-(1-propenoyl-4-(3-((4-(trifluoromethyl)phenyl)amino)pyrazin-2-yl)piperazin-2-yl)acetonitrile C(C=C)(=O)N1[C@@H](CN(CC1)C1=NC=CN=C1NC1=CC=C(C=C1)C(F)(F)F)CC#N